methyl (S)-5-methoxy-2-methyl-3,4-dihydroquinoline-1(2H)-carboxylate COC1=C2CC[C@@H](N(C2=CC=C1)C(=O)OC)C